CSC1=NC=2N(C(N1)=O)N=CC2 2-methylthio-3H-pyrazolo[1,5-a][1,3,5]Triazin-4-one